Dimethyldiallylammonium chlorid [Cl-].C[N+](CC=C)(CC=C)C